CC1=C(C(=C2N1N=C(C1=CC=CC=C21)N2CCOCC2)CO)CO (3-Methyl-6-morpholinopyrrolo[2,1-a]phthalazine-1,2-diyl)dimethanol